(2R,4aS,6aS,9S,12bR,14aS,14bR)-9-(methoxy-d3)-2,4a,6a,9,12b,14a-hexamethyl-10,11-dioxo-1,2,3,4,4a,5,6,6a,9,10,11,12b,13,14,14a,14b-hexadecahydropicene-2-carboxylic acid C(O[C@]1(C2=CC=C3[C@]4(CC[C@]5(CC[C@](C[C@H]5[C@@]4(CC[C@]3(C2=CC(C1=O)=O)C)C)(C(=O)O)C)C)C)C)([2H])([2H])[2H]